(R)-3-(1-(4-oxo-7-(5-(trifluoromethyl)-1H-pyrazol-4-yl)quinazolin-3(4H)-yl)ethyl)-N-((tetrahydro-2H-pyran-4-yl)methyl)benzamide benzyl-(3r,4r)-3-amino-4-hydroxypiperidine-1-carboxylate C(C1=CC=CC=C1)OC(=O)N1C[C@H]([C@@H](CC1)O)N.O=C1N(C=NC2=CC(=CC=C12)C=1C=NNC1C(F)(F)F)[C@H](C)C=1C=C(C(=O)NCC2CCOCC2)C=CC1